5-[3-[[(3S)-3-fluoropyrrolidin-1-yl]methyl]azetidin-1-yl]-N-(8-methoxy-2-methyl-imidazo[1,2-a]pyrazin-6-yl)pyrazine-2-carboxamide F[C@@H]1CN(CC1)CC1CN(C1)C=1N=CC(=NC1)C(=O)NC=1N=C(C=2N(C1)C=C(N2)C)OC